(3R,4R)-1-Cyclohexyl-4-{[5-(2,4-difluoro-phenyl)-isoxazole-3-carbonyl]-amino}-piperidine-3-carboxylic acid (thiazol-2-ylmethyl)-amide S1C(=NC=C1)CNC(=O)[C@@H]1CN(CC[C@H]1NC(=O)C1=NOC(=C1)C1=C(C=C(C=C1)F)F)C1CCCCC1